S(=O)(=O)(C1=CC=C(C)C=C1)N\N=C\1/CC(OCC1)CC(=O)OC methyl (Z)-2-(4-(2-tosylhydrazono)tetrahydro-2H-pyran-2-yl)acetate